FC=1C=C(C=CC1F)C=1N=C(SC1C1(CCC1)O)NS(=O)(=O)C1=C(C=C(C=N1)NC(C)=O)C N-(6-(N-(4-(3,4-difluorophenyl)-5-(1-hydroxycyclobutyl)thiazol-2-yl)sulfamoyl)-5-methylpyridin-3-yl)acetamide